ClC=1C=C(C=CC1F)C=1N=C(N2C1C(N(C=C2)CC(=O)N2CC(C2)(CF)F)=O)C2CC2 1-(3-chloro-4-fluorophenyl)-3-cyclopropyl-7-(2-(3-fluoro-3-(fluoromethyl)azetidin-1-yl)-2-oxoethyl)imidazo[1,5-a]pyrazin-8(7H)-one